C[C@H]1CN(CCC1)C1CCN(CC1)C=1SC(=CN1)C(=O)NCC1=NC=CC(=C1)C(F)(F)F 2-[(3R)-3-methyl-[1,4'-bipiperidine]-1'-yl]-N-{[4-(trifluoromethyl)pyridin-2-yl]methyl}-1,3-thiazole-5-carboxamide